CC=1N=C2C(=NC1N1CCC3(CC1)CC1=CC=CC=C1[C@H]3N)NN=C2N2CCOCC2 (3S)-1'-[5-methyl-3-(morpholin-4-yl)-1H-pyrazolo[3,4-b]pyrazin-6-yl]-1,3-dihydrospiro[inden-2,4'-piperidin]-3-amine